C(C)(C)N1N=CC(=C1NC(CCOC)=O)C(=O)N 1-isopropyl-5-(3-methoxypropionamido)-1H-pyrazole-4-carboxamide